(R)-2-((N-cyclopropylsulfamoyl)amino)-N-(1-(8-ethynyl-1-oxo-2-phenyl-1,2-dihydrocyclopenta[de]isoquinolin-3-yl)ethyl)pyrazolo[1,5-a]pyrimidine-3-carboxamide C1(CC1)NS(=O)(=O)NC1=NN2C(N=CC=C2)=C1C(=O)N[C@H](C)C=1N(C(C=2C(=CC=C3C2C1C=C3)C#C)=O)C3=CC=CC=C3